O1CCN(CC1)C1P(=O)(O)OP1(=O)O morpholinomethanodiphosphonic acid